N1N=CC=2C1=NC=C(C2)C#CC=2C(=C(C=CC2F)NS(=O)(=O)C=2C(=C(C(=O)OCC)C=C(C2)Cl)Cl)F ethyl 3-(N-(3-((1H-pyrazolo[3,4-b]pyridin-5-yl) ethynyl)-2,4-difluorophenyl) sulfamoyl)-2,5-dichlorobenzoate